trimethyl-[3-(4,4,5,5-tetramethyl-1,3,2-dioxaborolan-2-yl)phenyl]Silane C[Si](C1=CC(=CC=C1)B1OC(C(O1)(C)C)(C)C)(C)C